ClC1=CC2=C(C=C3N2C(=NN(C3=O)CC(=O)N[C@H]3CN(CCC3)CCOC(F)(F)F)C(C)C)S1 (R)-2-(2-Chloro-5-isopropyl-8-oxothieno[2',3':4,5]pyrrolo[1,2-d][1,2,4]triazin-7(8H)-yl)-N-(1-(2-(trifluoromethoxy)ethyl)piperidin-3-yl)acetamid